COC=1C=C(C=C2C=C(C=[N+](C12)[O-])C)C(=O)OC 8-methoxy-6-(methoxycarbonyl)-3-methylquinoline 1-oxide